1-(4-dimethylaminophenyl)-1-phenylethene CN(C1=CC=C(C=C1)C(=C)C1=CC=CC=C1)C